BrC1=CC(=C(O[C@H](C(=O)O)C(C)C)C=C1)Cl (S)-2-(4-bromo-2-chlorophenoxy)-3-methylbutyric acid